tris(t-butylphenyl)sulfonium 2,4,6-triisopropylbenzenesulfonate C(C)(C)C1=C(C(=CC(=C1)C(C)C)C(C)C)S(=O)(=O)[O-].C(C)(C)(C)C1=C(C=CC=C1)[S+](C1=C(C=CC=C1)C(C)(C)C)C1=C(C=CC=C1)C(C)(C)C